(1S,5R)-9,9-dimethyl-6-phenyl-2,6-diazabicyclo[3.2.2]nonan-3-one CC1(C[C@@H]2NC(C[C@H]1N(C2)C2=CC=CC=C2)=O)C